ClC=1C=CC(=C(C1)NC(=O)C=1OC(=CC1)C1=CC=NC=C1)N1CC[C@](CCC1)(C)O (R)-N-(5-chloro-2-(4-hydroxy-4-methylazepan-1-yl)phenyl)-5-(pyridin-4-yl)furan-2-carboxamide